CC(=O)N[C@@H](CC1=CC=C(C=C1)O)C(=O)O The molecule is an N-acetyltyrosine in which the chiral centre has L configuration. It has a role as an EC 2.1.1.4 (acetylserotonin O-methyltransferase) inhibitor, a biomarker and a human urinary metabolite. It is a N-acyl-L-tyrosine and a N-acetyltyrosine. It is a conjugate acid of a N-acetyl-L-tyrosinate.